CN1N=NC2=C1C=C(C=C2)C2=CNC=1N=CN=C(C12)C=1C=NN(C1)C 1-methyl-6-(4-(1-methyl-1H-pyrazol-4-yl)-7H-pyrrolo[2,3-d]pyrimidin-5-yl)-1H-benzo[d][1,2,3]triazole